tert-Butyl 3-(3,3-dimethylpiperazin-1-yl)pyrrolidine-1-carboxylate CC1(CN(CCN1)C1CN(CC1)C(=O)OC(C)(C)C)C